C(CCCCCCCCCCCCCCC)(=O)[C@](N=P(=O)C(CCCCCCC\C=C/CCCCCCCC)=O)(CO)C(=O)O palmitoyl-oleoyl-Phosphorylserine